C(C1=CC=CC=C1)C1N(CC1OS(=O)(=O)C)C(=O)OC1(CCC1)C1=CC(=C(C(=C1)F)C1=CSC=C1)F 1-(3,5-difluoro-4-(thiophen-3-yl)phenyl)cyclobutan-1-ol benzyl-3-methylsulfonyloxyazetidine-1-carboxylate